(R)-2-((((9H-fluoren-9-yl)methoxy)carbonyl)amino)-3-(4'-(4-((tert-butoxycarbonyl)amino)butoxy)-2'-ethyl-[1,1'-biphenyl]-4-yl)Propanoic Acid C1=CC=CC=2C3=CC=CC=C3C(C12)COC(=O)N[C@@H](C(=O)O)CC1=CC=C(C=C1)C1=C(C=C(C=C1)OCCCCNC(=O)OC(C)(C)C)CC